C(C1=CC=CC=C1)[C@H]1N(CCS(C1)(=O)=O)C1=NC=C2C(=N1)N(N=C2C2=C(C(=C(C(=C2)C(F)(F)F)F)O)F)C (R)-3-Benzyl-4-(3-(2,4-difluoro-3-hydroxy-5-(trifluoromethyl)phenyl)-1-methyl-1H-pyrazolo[3,4-d]pyrimidin-6-yl)thiomorpholine 1,1-dioxide